CN(CCN)C(=O)OC(C)(C)C N-methyl-N-(tert-butoxycarbonyl)ethylenediamine